C(C)(C)NC(C)C.CC1=C(OC(C(=O)O)(C)C)C(=CC(=C1)CN1N=CN(C1=O)C1=CC=C(C=C1)OC(F)(F)F)C 2-(2,6-Dimethyl-4-((5-oxo-4-(4-(trifluoromethoxy)phenyl)-4,5-dihydro-1H-1,2,4-Triazol-1-yl)methyl)phenoxy)-2-methylpropionic acid diisopropylamine salt